C1(CC1)N1CCP(CC1)(C1=CC(=C(C=C1)NC1=CC(=C2C(=N1)NC=C2C(F)(F)F)C2CC2)OC)=O 1-cyclopropyl-4-(4-((4-cyclopropyl-3-(trifluoromethyl)-1H-pyrrolo[2,3-b]pyridin-6-yl)amino)-3-methoxyphenyl)-1,4-azaphosphinane 4-oxide